N-methyl-2-oxoethanaminium trifluoroacetate FC(C(=O)[O-])(F)F.C[NH2+]CC=O